CCCCCC=C(CC)C(=O)OC Methyl non-6-ene-7-carboxylate